triazolopyridine N1N=NC2=C1C=CC=N2